OCCN(C=1C=CC2=C(SC(=C2)C=O)C1)C 6-((2-hydroxyethyl)(methyl)amino)benzo[b]thiophene-2-carbaldehyde